2-(1-((5-(dimethylamino)pentyl)amino)ethylidene)-5,5-dimethylcyclohexane-1,3-dione CN(CCCCCNC(C)=C1C(CC(CC1=O)(C)C)=O)C